CSC1=CC=C(C=C1)CN 1-(4-(methylsulfanyl)phenyl)methanamine